CN1C(=CC(=C1)NC(=O)C=1N(C=C(N1)NC(CCNC(=O)C=1N(C=C(C1)NC(=O)C=1N(C=CN1)C)C)=O)C)OC(C(CC)NC=O)=O 1-methyl-4-[1-methyl-4-(3-[[1-methyl-4-(1-methylimidazole-2-amido)pyrrol-2-yl]formamido]propanamido)imidazole-2-amido]pyrrol-2-yl[formamido]butanoate